1,3-diethyl malonate C(CC(=O)OCC)(=O)OCC